FC1=C(NC2CC3(CN(C3)C(=O)N3CC(CC3)C3=NN=CN3)C2)C=CC(=C1)C(F)(F)F [6-[2-Fluoro-4-(trifluoromethyl)anilino]-2-azaspiro[3.3]heptan-2-yl]-[3-(4H-1,2,4-triazol-3-yl)pyrrolidin-1-yl]methanone